6-(1-((3,3-dimethyl-2,3-dihydrobenzofuran-5-yl)sulfonyl)piperidin-4-yl)-7-methyl-[1,2,4]triazolo[1,5-a]pyridine CC1(COC2=C1C=C(C=C2)S(=O)(=O)N2CCC(CC2)C=2C(=CC=1N(C2)N=CN1)C)C